C(C1=CC=CC=C1)OC1=C(N(C=CC1=O)C[C@@H](O)C1=CC=C(C=C1)Cl)C (S)-3-(benzyloxy)-1-(2-(4-chlorophenyl)-2-hydroxyethyl)-2-methylpyridin-4(1H)-one